Cl.[C@H]1(CCC2=CC=CC=C12)N (R)-2,3-dihydro-1H-inden-1-amine HCl salt